N1(CCNCCC1)C(=O)C=1C=CC(=C(C1)N1C(NC(CC1)=O)=O)OC 1-(5-(1,4-diazacycloheptane-1-carbonyl)-2-methoxyphenyl)dihydropyrimidine-2,4(1H,3H)-dione